C(C1=CC=CC=C1)OC1=NC(=CC=C1NC1=CC(=C(C=C1F)N1CCC(CC1)CN1CCC2(CC(C2)NC(OCC2=CC=CC=C2)=O)CC1)F)OCC1=CC=CC=C1 benzyl (7-((1-(4-((2,6-bis(benzyloxy)pyridin-3-yl)amino)-2,5-difluorophenyl)piperidin-4-yl)methyl)-7-azaspiro[3.5]nonan-2-yl)carbamate